t-butyl (4-(1-(2-(2-chloropyridin-3-yl)acetyl)-7-fluoroindolin-5-yl)pyridin-2-yl)(1-methyl-1H-pyrazol-5-yl)carbamate ClC1=NC=CC=C1CC(=O)N1CCC2=CC(=CC(=C12)F)C1=CC(=NC=C1)N(C(OC(C)(C)C)=O)C1=CC=NN1C